bromo-2-methyl-1-propylsulfanyl-benzene BrC=1C(=C(C=CC1)SCCC)C